C(C)(C)(C)OC(=O)N1CC(CCC1)CCOC1=CC(=C(C=C1)C)CN 3-(2-(3-(Aminomethyl)-4-methylphenoxy)ethyl)piperidine-1-carboxylic acid tert-butyl ester